[C@@H](C)(CC)OC1=CC=C(C(NO)=N)C=C1 (R)-4-(sec-butoxy)-N-hydroxybenzimidamide